6-bromo-N-(2-(3-(5-fluoropyridin-2-yl)-1H-pyrazol-1-yl)ethyl)-2-naphthamide BrC=1C=C2C=CC(=CC2=CC1)C(=O)NCCN1N=C(C=C1)C1=NC=C(C=C1)F